7-formyl-3,3-dimethyl-2H-furo[3,2-b]pyridine-5-carboxylic acid C(=O)C1=C2C(=NC(=C1)C(=O)O)C(CO2)(C)C